Methyl 2-(5-(4-(2-methoxyethoxy) phenyl) pyridin-2-yl)-2-methylpropionate COCCOC1=CC=C(C=C1)C=1C=CC(=NC1)C(C(=O)OC)(C)C